4-(4-chloro-2-fluorophenyl)-2-((2S,6R)-2-(1-cyclopropyl-1H-pyrazol-4-yl)-6-methylmorpholino)-7-ethyl-pyrimido[4,5-d]pyridazin-8(7H)-one ClC1=CC(=C(C=C1)C1=NC(=NC=2C(N(N=CC21)CC)=O)N2C[C@@H](O[C@@H](C2)C)C=2C=NN(C2)C2CC2)F